Cl.C(C(C)C)C1=C(C(=CC(=C1)C#N)CC(C)C)[N+]1=CN(C2=C1C=CC=C2)C2=C(C=CC=C2)OC2=CC=1N(C3=CC=CC=C3C1C=C2)C2=NC=CC(=C2)C(C)(C)C 1-(2,6-diisobutyl-4-cyanophenyl)-3-({[9-(4-tert-butylpyridin-2-yl)-9H-carbazol-2-yl]oxy}phenyl)benzimidazolium hydrochloride